CC1=NC=CC=C1NC(C1=CN=CC(=C1N1CC2(CCCN2)CC1)C1=CC(=CC(=C1)F)F)=O N-(2-methyl-3-pyridyl)-4-(1,7-diaza-7-spiro[4.4]nonyl)-5-(3,5-difluorophenyl)nicotinamide